N-(1-(6,7-difluoro-4-oxo-3,4-dihydrophthalazin-1-yl)ethyl)-N-methyl-4,5,6,7-tetrahydro-1H-indole-2-carboxamide FC=1C=C2C(NN=C(C2=CC1F)C(C)N(C(=O)C=1NC=2CCCCC2C1)C)=O